t-butyl 5,6-dihydro-3-(trifluoromethyl)-1,2,4-triazolo[4,3-a]pyrazine-7(8H)-carboxylate FC(C1=NN=C2N1CCN(C2)C(=O)OC(C)(C)C)(F)F